C(C)(C)(C)OC(=O)N1C[C@H](CC1)NC1=C2C=CC=NC2=C(C=C1)C(NC)=O.C(#N)C=1C=NC(=C(C1CC)C#N)N1CCN(CC1)C(CO)(C)C 3,5-dicyano-4-ethyl-6-(4-(1-hydroxy-2-methylpropan-2-yl)piperazin-1-yl)pyridine tert-butyl-(S)-3-((8-(methylcarbamoyl)quinolin-5-yl)amino)pyrrolidine-1-carboxylate